(-)-dibenzoyl-L-tartrate C(C1=CC=CC=C1)(=O)[C@]([C@](C(=O)[O-])(O)C(C1=CC=CC=C1)=O)(O)C(=O)[O-]